COC1=C(C=CC(=C1)OC)C1=CC(=CC=C1)[C@H](CC(=O)O)NC(=O)NC=1C(N(C=C(C1O)C)C)=O (S)-3-(2',4'-dimethoxybiphenyl-3-yl)-3-(3-(4-hydroxy-1,5-dimethyl-2-oxo-1,2-dihydropyridin-3-yl)ureido)propionic acid